C[C@H]1CN(CC[C@H]1[C@H](C)N[S@@](=O)C(C)(C)C)C(=O)OC(C)(C)C tert-butyl (3R,4R)-3-methyl-4-[(1S)-1-{[(S)-2-methylpropane-2-sulfinyl]amino}ethyl]piperidine-1-carboxylate